imidazole copper chloride salt [Cu](Cl)Cl.N1C=NC=C1